tert-Butyl 3-(4-((1H-pyrazol-3-yl)oxy)-1,3-dioxoisoindolin-2-yl)-2,6-dioxopiperidine-1-carboxylate N1N=C(C=C1)OC1=C2C(N(C(C2=CC=C1)=O)C1C(N(C(CC1)=O)C(=O)OC(C)(C)C)=O)=O